([2-methoxy-4-(methylthio)benzoyl])-4-(benzyl)piperidine COC1=C(C(=O)N2CCC(CC2)CC2=CC=CC=C2)C=CC(=C1)SC